4-[1-(3-methylphenyl)-1H-pyrazol-3-yl]piperidine CC=1C=C(C=CC1)N1N=C(C=C1)C1CCNCC1